(R)-2-methyl-N-((E)-(trans-4-(trifluoromethyl)-cyclohexyl)(2-(trifluoromethyl)thiazol-4-yl)methylene)propane-2-sulfinamide CC(C)(C)[S@@](=O)/N=C(/C=1N=C(SC1)C(F)(F)F)\[C@@H]1CC[C@H](CC1)C(F)(F)F